OC(CN(CCCCN(CCN1CCN(CC1)CCCCN(CC(CCCCCCCCCCCC)O)CC(CCCCCCCCCCCC)O)CC(CCCCCCCCCCCC)O)CC(CCCCCCCCCCCC)O)CCCCCCCCCCCC 1,1'-((4-(4-(2-((4-(bis(2-hydroxytetradecyl)amino)butyl)(2-hydroxytetradecyl)amino)ethyl)piperazin-1-yl)butyl)azanediyl)bis(tetradecan-2-ol)